O1CCCC=2C=NC=CC21 2H,3H,4H-pyrano[3,2-c]pyridin